C(#N)C1=CC=C2C=CN(C2=C1)CC=1N=CN(C1)CCCCC(NCCOCCOCCOCCNC(OC(C)(C)C)=O)=O tert-butyl (17-(4-((6-cyano-1H-indol-1-yl)methyl)-1H-imidazol-1-yl)-13-oxo-3,6,9-trioxa-12-azaheptadecyl)carbamate